C(#N)[C@H](C[C@H]1C(NCC1)=O)NC(=O)[C@@H]1CC2(CC2)CCN1C(=O)C=1NC2=CC=CC(=C2C1)OC (S)-N-((S)-1-cyano-2-((S)-2-oxopyrrolidin-3-yl)ethyl)-6-(4-methoxy-1H-indole-2-carbonyl)-6-azaspiro[2.5]octane-5-carboxamide